C(C)(C)(C)OC(NC1(CCCC12CCC(CC2)C2=NC=C(C=1N2C=CN1)SC1=C(C(=NC(=C1)NC(=O)OC(C)(C)C)Cl)Cl)C)=O (8-(8-((6-((tert-butoxycarbonyl)amino)-2,3-dichloropyridin-4-yl)thio)imidazo[1,2-c]pyrimidin-5-yl)-methylspiro[4.5]decan-1-yl)carbamic acid tert-butyl ester